4-[(cis)-3,5-dimethylpiperazin-1-yl]-2-(morpholin-4-yl)-8-[1-(tetrahydro-2H-pyran-2-yl)-1H-pyrazol-5-yl]-1,7-naphthyridine C[C@@H]1CN(C[C@@H](N1)C)C1=CC(=NC2=C(N=CC=C12)C1=CC=NN1C1OCCCC1)N1CCOCC1